(13S,15R)-13-methyl-15-(3-oxo-3-(8-oxa-2-azaspiro[4.5]decan-2-yl)propyl)-6,7,8,9,11,12,13,14,15,16-decahydro-17H-cyclopenta[a]phenanthren-17-one C[C@@]12C(C[C@H](C1C1CCC=3C=CC=CC3C1CC2)CCC(N2CC1(CC2)CCOCC1)=O)=O